C(CCCCCCCCCCCCC)C1=CC=C(C=C1)[I+]C1=CC=C(C=C1)CCCCCCCCCCCCCC bis(4-tetradecylphenyl)iodonium